(S)-2-(1-Cyclopropyl-3-methyl-4-oxo-1,4-dihydro-5H-pyrrolo[2,3-d]pyridazin-5-yl)-N-(1-phenylethyl)acetamid C1(CC1)N1C=C(C2=C1C=NN(C2=O)CC(=O)N[C@@H](C)C2=CC=CC=C2)C